[Si](C)(C)(C(C)(C)C)O[C@@H]1C[C@H](N(C1)C(=O)OC(C)(C)C)C=1NC=C(N1)C(F)(F)F tert-Butyl (2S,4R)-4-[tert-butyl(dimethyl)silyl]oxy-2-[4-(trifluoromethyl)-1H-imidazol-2-yl]pyrrolidine-1-carboxylate